FC(C1=C(C=CC=C1)C1=CC=2C(=NC(=CC2)N)N1)F 2-(2-(difluoromethyl)phenyl)-1H-pyrrolo[2,3-b]Pyridine-6-amine